C(C(C)C)(=O)OC1=CC(=CC(=C1)C=NC1=CC=C(C=C1)Cl)Cl 3-chloro-5-((4-chlorophenylimino)meth-yl)phenyl isobutyrate